2-(2-Chlorophenyl)-N-(2-sulfamoylbiphenyl-4-yl)acetamide ClC1=C(C=CC=C1)CC(=O)NC1=CC(=C(C=C1)C1=CC=CC=C1)S(N)(=O)=O